BrC1=C(C=C(C=C1)NC=1C2=C(N=CN1)C=NC(=C2)OC2CCN(CC2)C(C=C)=O)Cl 1-(4-((4-((4-bromo-3-chlorophenyl)amino)pyrido-[3,4-d]pyrimidin-6-yl)oxy)-piperidin-1-yl)prop-2-en-1-one